1H-1,2,3-Triazolo[4,5-b]pyridine N1N=NC2=NC=CC=C21